methyl (2E)-2-[2-[[(E)-1-[6-chloro-4-(tri-fluoromethyl)-2-pyridyl]ethylideneamino]oxymethyl]-3-methyl-phenyl]-2-methoxyimino-acetate ClC1=CC(=CC(=N1)\C(\C)=N\OCC1=C(C=CC=C1C)\C(\C(=O)OC)=N/OC)C(F)(F)F